FC1=CC=C(C=C1)N1N=CC2=CC(=CC=C12)N1S(C[C@@H]([C@H]1C1=CC=CC=C1)NC(=O)C1=NN(C=C1)C)(=O)=O N-((3R,4R)-2-(1-(4-fluorophenyl)-1H-indazol-5-yl)-1,1-dioxido-3-phenylisothiazolidin-4-yl)-1-methyl-1H-pyrazole-3-carboxamide